C1(O)=C(C(C(O)C=C1)=O)C=1C(O)=CC=C(C1C=1C(O)=CC=C(C1)O)O terquinolone